4-bromo-2-(cyclopropylamino)benzoic acid BrC1=CC(=C(C(=O)O)C=C1)NC1CC1